(1-ethoxyvinyl)-2,3-difluoro-4-nitrobenzene C(C)OC(=C)C1=C(C(=C(C=C1)[N+](=O)[O-])F)F